N(N)C(=O)[C@@H]1C[C@@H](CCC1)NC(OC(C)(C)C)=O tertbutyl N-[(1R,3S)-3-(hydrazinecarbonyl)cyclohexyl]carbamate